3-Fluoro-5-((6-(1-methyl-1H-pyrazol-5-yl)-1-oxoisoquinolin-2(1H)-yl)methyl)-N-(piperidin-4-yl)benzamide FC=1C=C(C(=O)NC2CCNCC2)C=C(C1)CN1C(C2=CC=C(C=C2C=C1)C1=CC=NN1C)=O